3-(N-(benzo[d][1,3]dioxol-5-yl)sulfamoyl)-N-(2,4-dimethoxyphenyl)benzamide O1COC2=C1C=CC(=C2)NS(=O)(=O)C=2C=C(C(=O)NC1=C(C=C(C=C1)OC)OC)C=CC2